[Rb].CC1C(N(CCC1)C)(C)C tetramethyl-piperidine rubidium